C(C)C1=CC(CCC(C1)CC)=O 3,5-diethyl-2-cycloheptenone